C(OC=1C=C2CCN3C(C2=CC1OC([2H])([2H])[2H])CN(C(C3)CC(C)(C)C)C)([2H])([2H])[2H] 9,10-bis(methoxy-d3)-2-methyl-3-neopentyl-1,3,4,6,7,11b-hexahydro-2H-pyrazino[2,1-a]isoquinoline